2-((4-methoxybenzyl)sulfinyl)-1-(4-(5-(trifluoromethyl)-1,2,4-oxadiazol-3-yl)phenyl)ethan-1-one COC1=CC=C(CS(=O)CC(=O)C2=CC=C(C=C2)C2=NOC(=N2)C(F)(F)F)C=C1